(S)-2-(3-((6-((1-(4-(tert-butyl)phenyl)ethyl)carbamoyl)-1-(cyclobutylmethyl)-2-methyl-1H-indol-3-yl)methyl)-5-fluorophenoxy)-2-methylpropanoic acid C(C)(C)(C)C1=CC=C(C=C1)[C@H](C)NC(=O)C1=CC=C2C(=C(N(C2=C1)CC1CCC1)C)CC=1C=C(OC(C(=O)O)(C)C)C=C(C1)F